3'-azido-2',3'-dideoxyguanosine N(=[N+]=[N-])[C@H]1C[C@@H](O[C@@H]1CO)N1C=NC=2C(=O)NC(N)=NC12